[N+](=O)([O-])C1=C2NC(=C1)C(=C1C=CC(=N1)C(=C1C=CC(N1)=C(C=1C=CC(N1)=C2C2=CC=CC=C2)C2=CC=CC=C2)C2=CC=CC=C2)C2=CC=CC=C2 2-nitro-5,10,15,20-tetraphenylporphyrin